FC(C=1C=CC(=NC1)O[C@H]1CN(CC1)C1=C(C=C(C=C1)C1=CC=CC=C1)CO)(F)F (R)-(4-(3-(5-(trifluoromethyl)pyridin-2-yloxy)pyrrolidin-1-yl)biphenyl-3-yl)methanol